(S)-3-(((8-(4-(trifluoromethyl)phenyl)pyrido[3,4-b]pyrazin-5-yl)amino)methyl)tetrahydrofuran-3-ol FC(C1=CC=C(C=C1)C1=CN=C(C2=NC=CN=C21)NC[C@@]2(COCC2)O)(F)F